FC1=C(C=CC(=C1)C1=C2C(=NC(=C1)N1[C@@H](COCC1)C)N(N=C2)C2=NN(C=C2)COCC[Si](C)(C)C)N2C(C1CCC(C2)O1)=O 3-(2-fluoro-4-(6-((R)-3-methylmorpholino)-1-(1-((2-(trimethylsilyl)ethoxy)methyl)-1H-pyrazol-3-yl)-1H-pyrazolo[3,4-b]pyridin-4-yl)phenyl)-8-oxa-3-azabicyclo[3.2.1]octan-2-one